FC1(CC(N(C1)C)C1=CC=C(C=C1)CN)F (4-(4,4-Difluoro-1-methylpyrrolidin-2-yl)phenyl)methanamine